NC=1SC(=CN1)C#CC#CC1=CC=C(C(=O)N[C@H](C(=O)NO)[C@](C(F)F)(C)O)C=C1 4-((2-aminothiazol-5-yl)buta-1,3-diyn-1-yl)-N-((2S,3S)-4,4-difluoro-3-hydroxy-1-(hydroxyamino)-3-methyl-1-oxobutan-2-yl)benzamide